ClC=1SC(=CN1)C1=NC2=CC=C(C=C2C(=C1)OCC)N 2-(2-chlorothiazol-5-yl)-4-ethoxyquinolin-6-amine